3-methyl-2-{[(3R,5R)-1-methyl-5-phenylpiperidin-3-yl]amino}-3H,4H,5H-pyrrolo[3,2-d]pyrimidin-4-one CN1C(=NC2=C(C1=O)NC=C2)N[C@H]2CN(C[C@H](C2)C2=CC=CC=C2)C